NCC=1C=C(C=CC1)CN(C)C 1-(3-(aminomethyl)phenyl)-N,N-dimethylmeth-anamine